CC1(C2CC[C@H](C1C2)CN2CCC(CC2)N2C(C(C1=CC=CC=C21)NC(OCC)=O)=O)C ethyl (1-(1-(((2R)-6,6-dimethylbicyclo[3.1.1]heptan-2-yl)methyl)piperidin-4-yl)-2-oxoindolin-3-yl)carbamate